N2-[4-chloro-3-(trifluoromethyl)benzene-1-sulfonyl]-L-glutamine ClC1=C(C=C(C=C1)S(=O)(=O)N[C@@H](CCC(N)=O)C(=O)O)C(F)(F)F